C(#N)C1(CC(C1)NC(=S)NC(OC(C)(C)C)=O)C tert-Butyl N-[(3-cyano-3-methylcyclobutyl)carbamothioyl]carbamate